C(C)(C)(C)C1=C(C(=CC(=C1)SSSC1=CC(=C(C(=C1)C(C)(C)C)O)C(C)(C)C)C(C)(C)C)O 4,4'-Trithiobis(2,6-di-tert-butylphenol)